C(C)(C)(C)N1N=CC=2C1=NC(=NC2NC=2N=CN(C2)C2=CC(=C(C(=C2)OC)OC)OC)Cl 1-(tert-butyl)-6-chloro-N-(1-(3,4,5-trimethoxyphenyl)-1H-imidazol-4-yl)-1H-pyrazolo[3,4-d]pyrimidin-4-amine